lauryl-propionic acid C(CCCCCCCCCCC)C(C(=O)O)C